FC(C(=O)O)(F)F.FC(F)(F)N1CCC1 (trifluoromethyl)azetidine trifluoroacetate